FC=1C=2N(C=C(C1)C=1NC3=CC=C(C=C3C1C(C)C)C1CCN(CC1)CC(=O)N(C)C)C=CN2 2-(4-(2-(8-Fluoroimidazo[1,2-a]pyridin-6-yl)-3-isopropyl-1H-indol-5-yl)piperidin-1-yl)-N,N-dimethylacetamid